COC(=O)C1=NC(=CC=C1C=1C(=CC2=C(OCCC=3C2=CSC3)C1)C(=O)O)C(NCCC)=O 8-(2-(methoxycarbonyl)-6-(propylcarbamoyl)pyridin-3-yl)-4,5-dihydrobenzo[b]thieno[3,4-d]oxepine-9-carboxylic acid